C(#N)C1=C(C=CC=C1)SC=1C=2N(C=C(C1)C=1C=NN(C1C)[C@H]1CNCCC1)N=CC2C#N 4-(2-cyanophenyl)sulfanyl-6-[5-methyl-1-[(3R)-3-piperidyl]pyrazol-4-yl]pyrazolo[1,5-a]pyridine-3-carbonitrile